3,4-diacetoxy-phenyl-L-alanine C(C)(=O)OC=1C=C(C=CC1OC(C)=O)N[C@@H](C)C(=O)O